CN[C@@H](CCNC(N)=N)C(=O)O methyl-norarginine